6-(((1R,3r,5S)-9-azabicyclo[3.3.1]nonan-3-yl)oxy)-N-(5-(difluoromethoxy)-1H-pyrazol-3-yl)pyrazin-2-amine formate C(=O)O.[C@H]12CC(C[C@H](CCC1)N2)OC2=CN=CC(=N2)NC2=NNC(=C2)OC(F)F